C(O[C@@H](C)C1=CC(=C(C=C1)N)F)(OC(C)(C)C)=O (S)-(1-(4-amino-3-fluoro-phenyl)ethyl) tert-butyl carbonate